2-((S)-3-(1-(1-((R)-1-(2,4-Dichlorophenyl)ethyl)-3-methyl-1H-pyrazolo[3,4-b]pyrazin-6-yl)azetidin-3-yl)piperidin-1-yl)ethane-1-sulfonamide ClC1=C(C=CC(=C1)Cl)[C@@H](C)N1N=C(C=2C1=NC(=CN2)N2CC(C2)[C@H]2CN(CCC2)CCS(=O)(=O)N)C